6-Hydroxy-4-(2-hydroxyethyl)-1-piperazinepropanesulfonic acid monohydrate O.OC1CN(CCN1CCCS(=O)(=O)O)CCO